COC1=C(C=C(C=N1)C=1C=C2CC(C(C2=CC1)NC(O[C@@H]1CN2CCC1CC2)=O)(C)C)C(F)(F)F (S)-quinuclidin-3-yl (5-(6-methoxy-5-(trifluoromethyl)pyridin-3-yl)-2,2-dimethyl-2,3-dihydro-1H-inden-1-yl)carbamat